N1N=CN=C1[C@@H]1CNCC1 (3S)-3-(1H-1,2,4-triazol-5-yl)pyrrolidin